6,8-dibromoisochroman-7-amine BrC=1C=C2CCOCC2=C(C1N)Br